tert-butyl (1-(5-(2-(((3S,4R)-3-((tert-butyldimethylsilyl)oxy)tetrahydro-2H-pyran-4-yl)amino)-5-hydroxypyridin-4-yl)-1,2,4-thiadiazol-3-yl)-4-methylpiperidin-4-yl)carbamate [Si](C)(C)(C(C)(C)C)O[C@@H]1COCC[C@H]1NC1=NC=C(C(=C1)C1=NC(=NS1)N1CCC(CC1)(C)NC(OC(C)(C)C)=O)O